C(#C)C1=C(C=CC=C1)C1=CC=C(N)C=C1 4-(ethynylphenyl)aniline